{4-[6-amino-5-(p-chlorophenyl)-4-pyrimidinyl]-1-(2-amino-1-phenylethyl)-1H-pyrazol-3-yl}methanol NC1=C(C(=NC=N1)C=1C(=NN(C1)C(CN)C1=CC=CC=C1)CO)C1=CC=C(C=C1)Cl